CC=1C(NC=CC1)=O 3-methylpyridin-2(1H)-one